Cl.O=C1NC(CCC1N1C(N(C2=C1C=CC(=C2)C2CCN(CC2)C(CCCCC(=O)O)=O)C)=O)=O 6-[4-[1-(2,6-dioxo-3-piperidyl)-3-methyl-2-oxo-benzimidazol-5-yl]-1-piperidyl]-6-oxo-hexanoic acid hydrochloride